4-(4,4,5,5-tetramethyl-1,3,2-dioxaborolan-2-yl)-3,6-dihydroPyridine CC1(OB(OC1(C)C)C=1CC=NCC1)C